ethyl 2-(5-allyl-2-oxopyridin-1(2H)-yl)-4-methylpentanoate C(C=C)C=1C=CC(N(C1)C(C(=O)OCC)CC(C)C)=O